1-(4-(2-(4-isopropoxy-3-(trifluoromethyl)phenyl)-1,3-selenazol-5-yl)benzyl)azetidine-3-carboxylic acid ethyl ester C(C)OC(=O)C1CN(C1)CC1=CC=C(C=C1)C1=CN=C([Se]1)C1=CC(=C(C=C1)OC(C)C)C(F)(F)F